C(C)(C)(C)OC(C[C@@H](C(=O)N[C@@H](CCC(=O)OC(C)(C)C)C(NC1=CC(=CC=C1)OC(F)(F)F)=O)NC([C@H](CC1=CC2=CC=CC=C2C=C1)NC(=O)C=1NC2=CC=C(C=C2C1)Cl)=O)=O tert-Butyl (S)-4-((S)-4-(tert-butoxy)-2-((S)-2-(5-chloro-1H-indole-2-carboxamido)-3-(naphthalen-2-yl)propanamido)-4-oxobutanamido)-5-oxo-5-((3-(trifluoromethoxy)phenyl)amino)pentanoate